7-bromo-[1,2,4]triazolo[1,5-a]pyridine BrC1=CC=2N(C=C1)N=CN2